6-[(S)-4-(2,3-Dihydro-[1,4]dioxino[2,3-b]pyridin-3-yl)-benzyl]-5,6,7,8-tetrahydro-4H-1,2,3a,6-tetraaza-azulene-3-carboxylic acid methylamide CNC(=O)C1=NN=C2CCN(CCN12)CC1=CC=C(C=C1)[C@H]1COC=2C(=NC=CC2)O1